ClC=1C=C(O[C@@H]2CC[C@H](CC2)NC(C2=CC=C(C=C2)NCC[C@]2([C@H]3C([C@@H](C[C@@H]2O)C3)(C)C)O)=O)C=CC1C#N N-(trans-4-(3-chloro-4-cyanophenoxy)cyclohexyl)-4-((2-((1R,2R,3S,5R)-2,3-dihydroxy-6,6-dimethylbicyclo[3.1.1]heptan-2-yl)ethyl)amino)benzamide